(3-cyclopropylimidazol-4-yl)sulfinyloxylithium C1(CC1)N1C=NC=C1S(=O)O[Li]